N[C@H](C(=O)O)CC(N(C)C)=O (2S)-2-amino-3-(dimethylcarbamoyl)propanoic acid